4-(2-Naphthyl)-5-phenyl-2-(3-thienyl)imidazole C1=C(C=CC2=CC=CC=C12)C=1N=C(NC1C1=CC=CC=C1)C1=CSC=C1